CN1C(C(CC1)=C)=O 1-methyl-3-methylene-2-pyrrolidone